S1C=NC2=C1C=C(C=C2)NC2=CC(=C(C=N2)C(=O)NC2CCC(CC2)CN2CCN(CC2)C=2C=C1C(N(C(C1=CC2)=O)C2C(NC(CC2)=O)=O)=O)NC2CCCC2 6-(1,3-benzothiazol-6-ylamino)-4-(cyclopentylamino)-N-[4-[[4-[2-(2,6-dioxo-3-piperidyl)-1,3-dioxo-isoindolin-5-yl]piperazin-1-yl]methyl]cyclohexyl]pyridine-3-carboxamide